iso-Butyl-5-(thiazol-5-yl)-1H-benzo[d]imidazole-1-carboxamide C(C(C)C)C1=NC2=C(N1C(=O)N)C=CC(=C2)C2=CN=CS2